tert-butyl 6-(3-methylazetidin-1-yl)quinoline-4-carboxylate CC1CN(C1)C=1C=C2C(=CC=NC2=CC1)C(=O)OC(C)(C)C